N-(3-(imidazo[4,5-d]pyrrolo[2,3-b]pyridin-1(6H)-yl)bicyclo[1.1.1]pentan-1-yl)butyramide N1(C=NC=2C1=C1C(=NC2)NC=C1)C12CC(C1)(C2)NC(CCC)=O